4-(prop-2-yn-1-yl)cyclohexan-1-one C(C#C)C1CCC(CC1)=O